6-(2,2,2-trifluoroethoxy)nicotinamide FC(COC1=NC=C(C(=O)N)C=C1)(F)F